N'-{5-bromo-6-[1-(3,5-difluorophenyl)-ethoxy]-2-methylpyridin-3-yl}-N-ethyl-N-methylimidoformamide BrC=1C=C(C(=NC1OC(C)C1=CC(=CC(=C1)F)F)C)N=CN(C)CC